trifluoro-N-(4-fluorophenyl)acetamide FC(C(=O)NC1=CC=C(C=C1)F)(F)F